tert-butyl (2R,4S)-4-hydroxy-1,2-pyrrolidinedicarboxylate O[C@H]1C[C@@H](N(C1)C(=O)OC(C)(C)C)C(=O)[O-]